2-methyl-3-oxo-8-(phenylamino)-3,4-dihydroquinoxaline-6-carboxylic acid ethyl ester C(C)OC(=O)C=1C=C2NC(C(=NC2=C(C1)NC1=CC=CC=C1)C)=O